N-[4-(p-toluenesulfonyloxy)phenyl]-N'-[4-(m-toluenesulfonyloxy)phenyl]urea CC1=CC=C(C=C1)S(=O)(=O)OC1=CC=C(C=C1)NC(=O)NC1=CC=C(C=C1)OS(=O)(=O)C=1C=C(C)C=CC1